5-[(2S,6R)-4-(6,7-dimethyl-4-methylsulfanyl-pteridin-2-yl)-6-methyl-morpholin-2-yl]-1-methyl-pyridin-2-one CC=1N=C2C(=NC(=NC2=NC1C)N1C[C@@H](O[C@@H](C1)C)C=1C=CC(N(C1)C)=O)SC